methyl (S)-2-amino-3-(3-hydroxyphenyl)propanoate N[C@H](C(=O)OC)CC1=CC(=CC=C1)O